N1-(5-(4-fluoro-1-isopropyl-2-methyl-1H-benzo[d]imidazol-6-yl)pyrrolo[2,1-f][1,2,4]triazin-2-yl)cyclobutane-1,3-diamine FC1=CC(=CC=2N(C(=NC21)C)C(C)C)C=2C=CN1N=C(N=CC12)NC1CC(C1)N